C(C)(C)C(=O)C(C)C di-isopropylketone